C(C1=CC=CC=C1)N(C1C=C(N(C1)C)C(=O)N1CCCC1)C1=CC=C(C=C1)[N+](=O)[O-] N-[4-[(Benzyl)(4-nitrophenyl)amino]-1-methylpyrroline-2-carboyl]pyrrolidine